COC(=O)C1=CC(=NC=C1OC)OC1=C(C=C(C=C1Cl)Br)Cl 2-(4-bromo-2,6-dichloro-phenoxy)-5-methoxy-pyridine-4-carboxylic acid methyl ester